N-(4-methoxybenzyl)-2-(5-nitrothiophen-3-yl)acetamide COC1=CC=C(CNC(CC2=CSC(=C2)[N+](=O)[O-])=O)C=C1